5-amino-1-sulfhydryl-pentane 3,4-dihydronaphthalen-2-yl-trifluoromethanesulfonate C1=C(CCC2=CC=CC=C12)OS(=O)(=O)C(F)(F)F.NCCCCCS